[N+](=O)([O-])C=1C=CC=C(C1)C(F)(F)F 5-nitro-trifluoromethyl-benzene